4-[1-[(3,3-difluorocyclobutyl)methyl]-3-[1-(difluoromethyl)pyrazol-4-yl]pyrrolo[3,2-b]pyridin-6-yl]-3,5-dimethyl-isoxazole FC1(CC(C1)CN1C=C(C2=NC=C(C=C21)C=2C(=NOC2C)C)C=2C=NN(C2)C(F)F)F